ClC=1C=C(C=CC1F)C1(CC(=NN1C1=NC(=CC(=C1)C(F)(F)F)C)C(=O)NCCN1CCOCC1)C(=O)NC 5-(3-chloro-4-fluorophenyl)-N5-methyl-1-(6-methyl-4-(trifluoromethyl)pyridin-2-yl)-N3-(2-morpholinoethyl)-4,5-dihydro-1H-pyrazole-3,5-dicarboxamide